BrC1=C(C=C(C=C1)S(=O)(=O)C=1C=C(C=CC1)S(=O)(=O)NC1CC(C1)(C(F)(F)F)O)Cl 3-((4-bromo-3-chlorophenyl)sulfonyl)-N-(3-hydroxy-3-(trifluoromethyl)cyclobutyl)benzenesulfonamide